N1C(=NC=C1)C(C(=O)O)CCCCCC\C=C/CCCCCCCC imidazolyl-oleic acid